3-(4-(7-aminohept-1-yn-1-yl)-1-oxoisoindolin-2-yl)piperidine-2,6-dione NCCCCCC#CC1=C2CN(C(C2=CC=C1)=O)C1C(NC(CC1)=O)=O